3,4-difluoro-N-(1-(5-(2-methylpyrimidin-4-yl)-5,6,7,8-tetrahydro-1,5-naphthyridin-2-yl)cyclopropyl)benzamide FC=1C=C(C(=O)NC2(CC2)C2=NC=3CCCN(C3C=C2)C2=NC(=NC=C2)C)C=CC1F